C(C)OC=1C=C(C=CC1)C1=C(C2=C(CCC1)C=C(C=C2)O)C2=CC=C(C=C2)O[C@@H]2CN(CC2)CCCF 6-(3-ethoxyphenyl)-5-[4-[(3S)-1-(3-fluoropropyl)pyrrolidin-3-yl]oxyphenyl]-8,9-dihydro-7H-benzo[7]annulen-2-ol